2-(2,3-difluorophenyl)-2-(4-(trifluoromethyl)pyridin-2-yl)acetamide FC1=C(C=CC=C1F)C(C(=O)N)C1=NC=CC(=C1)C(F)(F)F